(4-chlorophenyl)-4-{3-(4-chlorophenyl)-1-[2-(4-morpholinyl)ethyl]ureido}-3-chlorobenzamide ClC1=CC=C(C=C1)C1=C(C(=O)N)C=CC(=C1Cl)N(C(=O)NC1=CC=C(C=C1)Cl)CCN1CCOCC1